tert-butyl (3R)-3-[4-(3-bromo-2-methyl-phenoxy)butyl]piperidine-1-carboxylate BrC=1C(=C(OCCCC[C@H]2CN(CCC2)C(=O)OC(C)(C)C)C=CC1)C